1,3-dicyclohexyl-2-buten-1-one C1(CCCCC1)C(C=C(C)C1CCCCC1)=O